2-(2,4-Difluorophenyl)-2-methylpropanoic acid FC1=C(C=CC(=C1)F)C(C(=O)O)(C)C